(R)-tert-butyl 2-(2-((5-(2-(1-(2-methoxyethyl)-1H-pyrazol-4-yl)pyrazolo[5,1-b]thiazole-7-carboxamido)-6-methylpyridin-3-yl)amino)-2-oxoethyl)pyrrolidine-1-carboxylate COCCN1N=CC(=C1)C1=CN2C(S1)=C(C=N2)C(=O)NC=2C=C(C=NC2C)NC(C[C@@H]2N(CCC2)C(=O)OC(C)(C)C)=O